[1-(4-Methylbenzenesulfonyl)-1H-indol-3-ylmethylene]-1-methyl-4-oxo-1,4-dihydro-quinoline-3-carboxylic acid hydrazone CC1=CC=C(C=C1)S(=O)(=O)N1C=C(C2=CC=CC=C12)C=NN=C(O)C1=CN(C2=CC=CC=C2C1=O)C